(S)-(5-(3-fluorophenyl)-4,5-dihydro-1H-pyrazol-1-yl)(1H-imidazol-1-yl)methanone FC=1C=C(C=CC1)[C@@H]1CC=NN1C(=O)N1C=NC=C1